5-[2-fluoro-6-hydroxy-4-[6-(4-methylpiperazin-1-yl)-3-pyridyl]phenyl]-1,1-dioxo-1,2,5-thiadiazolidin-3-one FC1=C(C(=CC(=C1)C=1C=NC(=CC1)N1CCN(CC1)C)O)N1CC(NS1(=O)=O)=O